methyl 6-chloro-4-oxo-3H,4H-pyrido[3,2-d]pyrimidine-8-carboxylate ClC=1C=C(C=2N=CNC(C2N1)=O)C(=O)OC